5-Methoxy-alpha-ethyltryptamine COC1=CC=C2NC=C(CC(N)CC)C2=C1